N,N'-di-p-toluyl-Carbodiimide C1(=CC=C(C=C1)N=C=NC1=CC=C(C=C1)C)C